NC1=CC=C(C=C1)/C=C/C=C/C=1SC2=C(N1)C=C(C(=C2)O[11CH3])O 2-((1E,3E)-4-(4-aminophenyl)buta-1,3-dienyl)-6-[11C]methoxybenzo[d]thiazole-5-ol